N-(6-((3'-amino-8-chloro-6'-fluoro-1,5-dioxo-1,2',3',5-tetrahydro-2H-spiro[imidazo[1,5-a]pyridine-3,1'-inden]-6-yl)amino)pyrimidin-4-yl)cyclopropanecarboxamide NC1CC2(C3=CC(=CC=C13)F)NC(C=1N2C(C(=CC1Cl)NC1=CC(=NC=N1)NC(=O)C1CC1)=O)=O